OCCC(C)N1N=C(C=2C=NC(=CC21)NC2=NC(=NC=C2)C2=C(N(N=C2)C)O)C=2OC(=CC2)CN2CCN(CC2)C 4-[4-[[1-(3-hydroxy-1-methyl-propyl)-3-[5-[(4-methylpiperazin-1-yl)methyl]-2-furyl]pyrazolo[4,3-c]pyridin-6-yl]amino]pyrimidin-2-yl]-2-methyl-pyrazol-3-ol